N-(2-(4,4-difluoropiperidin-1-yl)-6-methoxy-7-(3-(pyrrolidin-1-yl)propoxy)quinazolin-4-yl)thiazol-4-amine FC1(CCN(CC1)C1=NC2=CC(=C(C=C2C(=N1)NC=1N=CSC1)OC)OCCCN1CCCC1)F